C1NCCCC2=C1C=CC=C2 1,3,4,5-tetrahydro-2H-benzo[c]azepin